ClC1=CC=C(C=C1)C(N1CCN(CC1)CCOCCOC1=C(C=O)C=CC=C1)C1=CC=CC=C1 2-(2-(2-(4-((4-Chlorophenyl)(phenyl)methyl)piperazin-1-yl)ethoxy)ethoxy)benzaldehyde